[N+](=O)([O-])C1=C(C=CC(=C1)B1OC(C(O1)(C)C)(C)C)C=1C=NC=CC1 3-(2-nitro-4-(4,4,5,5-tetramethyl-1,3,2-dioxaborolan-2-yl)phenyl)pyridine